C(C1=CC=CC=C1)NC1=NC=C(C=N1)C=1C=C2C=CC(NC2=CC1)=O 6-(2-(Benzylamino)pyrimidin-5-yl)quinolin-2(1H)-one